BrC1=CC(=C2C=C(NC2=C1)C(=O)N1CC(CC1)(C(=O)N)C)F 1-[(6-bromo-4-fluoro-1H-indol-2-yl)carbonyl]-3-methyl-3-pyrrolidinecarboxamide